5-(4-(4-Methylpiperazin-1-yl)phenyl)-3-(4-(trimethylsilyl)phenyl)-1H-pyrazolo[3,4-b]pyridine CN1CCN(CC1)C1=CC=C(C=C1)C=1C=C2C(=NC1)NN=C2C2=CC=C(C=C2)[Si](C)(C)C